4-oxo-1-[3-(propan-2-yl)-1,2,4-thiadiazol-5-yl]-1,4-dihydro-1,8-naphthyridine-3-carboxylic acid O=C1C(=CN(C2=NC=CC=C12)C1=NC(=NS1)C(C)C)C(=O)O